1'-(3-((4-(heptyloxy)phenyl)sulfonyl)-6-(methylsulfinyl)quinolin-4-yl)-[1,4'-bipiperidin]-3-ol C(CCCCCC)OC1=CC=C(C=C1)S(=O)(=O)C=1C=NC2=CC=C(C=C2C1N1CCC(CC1)N1CC(CCC1)O)S(=O)C